C(C)(C)(C)N1C(CCCC1)\C=C\C=1N=C(SC1)N tert-butyl-(E)-2-(2-(2-aminothiazol-4-yl)vinyl)piperidine